C(C)OC(=O)[C@@H]1[C@H](C1)C(C)C (1S,2R)-2-isopropyl-cyclopropanecarboxylic acid ethyl ester